5-[(3,4-dichlorophenyl)methylamino]-1-[2-(3-pyridyloxy)ethyl]-6H-pyrazolo[4,3-d]pyrimidin-7-one ClC=1C=C(C=CC1Cl)CNC=1NC(C2=C(N1)C=NN2CCOC=2C=NC=CC2)=O